C(#N)C=1C=CC=2C3=C(NC2C1)C(=C(C=N3)C(=O)NCCC3CNCC3)NC(C)C 7-cyano-4-(isopropylamino)-N-(2-(pyrrolidin-3-yl)ethyl)-5H-pyrido[3,2-b]indole-3-carboxamide